CC1=C(C(=O)C=2N=CN(C2)C(C2=CC=CC=C2)(C2=CC=CC=C2)C2=CC=CC=C2)C=CC=C1C 4-(2,3-dimethylbenzoyl)-1-(triphenylmethyl)imidazole